8-(4-(chloromethyl)phenyl)imidazo[1,2-a]pyrazine ClCC1=CC=C(C=C1)C=1C=2N(C=CN1)C=CN2